C(C)(C)(C)OC(=O)N[C@@H](CN1C=NC=C1C(=O)OC)C methyl 3-[(2R)-2-(tert-butoxy carbonylamino)propyl]imidazole-4-carboxylate